2-(2',4'-dinitrophenyl)mercaptobenzothiazole [N+](=O)([O-])C1=C(C=CC(=C1)[N+](=O)[O-])SC=1SC2=C(N1)C=CC=C2